2,6-bis(benzyloxy)-3-(4-bromo-2,6-difluorophenyl)pyridine C(C1=CC=CC=C1)OC1=NC(=CC=C1C1=C(C=C(C=C1F)Br)F)OCC1=CC=CC=C1